C(#N)C=1C=C(C=CC1CN1CCCC1)C=1C(=C(C=CC1)C1=C(C(=CC=C1)C=1OC2=C(N1)C=C(C(=C2)OC(F)F)CN2[C@@H](CCC2)C(=O)O)C)C ((2-(3''-cyano-2,2'-dimethyl-4''-(pyrrolidin-1-ylmethyl)-[1,1':3',1''-terphenyl]-3-yl)-6-(difluoromethoxy)benzo[d]oxazol-5-yl)methyl)-L-proline